(2S,4R)-Allyl 4-((hydroxy(1H-imidazol-1-yl)phosphoryl)oxy)-2-(((S)-1-(4-(4-methylthiazol-5-yl)phenyl)ethyl)carbamoyl)pyrrolidine-1-carboxylate OP(=O)(N1C=NC=C1)O[C@@H]1C[C@H](N(C1)C(=O)OCC=C)C(N[C@@H](C)C1=CC=C(C=C1)C1=C(N=CS1)C)=O